3-Xylylenediamine C1(=CC(=CC=C1)CN)CN